FC(S(=O)(=O)OC=1N=C(C=2CCN(CC2C1C#N)CC1=CC=CC=C1)N1CC(OC(C1)C)C)(F)F 6-benzyl-4-cyano-1-(2,6-dimethylmorpholino)-5,6,7,8-tetrahydro-2,6-naphthyridin-3-yl trifluoromethanesulfonate